C(C)(C)(C)OC(=O)N1C[C@@H]([C@H](C1)C1=C(C=CC(=C1)C(NC=1C=NC=C(C1)C(F)(F)F)=O)C)CO[Si](C)(C)C(C)(C)C (3R,4S)-3-(((tert-Butyldimethylsilyl)oxy)methyl)-4-(2-methyl-5-((5-(trifluoromethyl)pyridin-3-yl)carbamoyl)phenyl)pyrrolidine-1-carboxylic acid tert-butyl ester